BrC1=C(C=C(OCCC2CC3(C2)CCNCC3)C=C1)C 2-(2-(4-bromo-3-methylphenoxy)ethyl)-7-azaspiro[3.5]nonane